N[C@@H]1CC(N(C1)C1=CC=C(C=C1)S(=O)(=O)N1CCN(CC1)C1=NC(=CC(=C1)C(F)(F)[C@@H]1CC[C@H](CC1)C(=O)N1CCN(CC1)CCN)Cl)=O Trans-(4R)-4-amino-1-[4-[4-[4-[[4-[4-(2-aminoethyl)piperazine-1-carbonyl]cyclohexyl]-difluoro-methyl]-6-chloro-2-pyridyl]piperazin-1-yl]sulfonylphenyl]pyrrolidin-2-one